NC=1N=NC(=CC1OC1CN(CCC1)C1=CC=C(C=C1)N1CCN(CC1)C(CCCCCCCCN1CCN(CC1)C=1C=C2C(N(C(C2=CC1)=O)C1C(NC(CC1)=O)=O)=O)=O)C1=C(C=CC=C1)O 5-[4-[9-[4-[4-[3-[3-amino-6-(2-hydroxyphenyl)pyridazin-4-yl]oxy-1-piperidyl]phenyl]piperazin-1-yl]-9-oxo-nonyl]piperazin-1-yl]-2-(2,6-dioxo-3-piperidyl)isoindoline-1,3-dione